methyl {6-[(1S)-1-({2-[(tert-butoxycarbonyl)amino]-6-fluoroquinolin-3-yl}oxy)ethyl]-5-(1H-pyrazol-1-yl)-2H-indazol-2-yl}acetate C(C)(C)(C)OC(=O)NC1=NC2=CC=C(C=C2C=C1O[C@@H](C)C=1C(=CC2=CN(N=C2C1)CC(=O)OC)N1N=CC=C1)F